5-(3-isopropyl-5-(piperidin-4-yl)-1H-indol-2-yl)-1-methylpyridin-2(1H)-one C(C)(C)C1=C(NC2=CC=C(C=C12)C1CCNCC1)C=1C=CC(N(C1)C)=O